C(C1=CC=CC=C1)(=O)OC1=CCOC=C1 2H-pyran-4-yl benzoate